(E)-3-(isoquinolin-6-yl)-1-(4-(pyrrolin-1-yl)phenyl)prop-2-en-1-one C1=NC=CC2=CC(=CC=C12)/C=C/C(=O)C1=CC=C(C=C1)N1C=CCC1